fumaric acid monon-butyl ester C(CCC)OC(\C=C\C(=O)O)=O